C(C)N1CCN(CC1)CCCCOC1=C(C(OC2=CC=CC=C12)=O)C(C)=O [4-(4-ethyl-1-piperazinyl)butoxy]-3-Acetylcoumarin